COCCN1C=NC2=CC=C(C=C2C1=O)NC(NC=1C=C(C(=O)O)C=CC1)=O 3-(3-(3-(2-methoxyethyl)-4-oxo-3,4-dihydroquinazolin-6-yl)ureido)benzoic acid